(S)-3-((((9H-fluoren-9-yl)methoxy)carbonyl)amino)-2-((tert-butoxycarbonyl)amino)propanoic acid C1=CC=CC=2C3=CC=CC=C3C(C12)COC(=O)NC[C@@H](C(=O)O)NC(=O)OC(C)(C)C